2-(4-isobutylphenyl)-N-phenyl-N-(4-phenylthiazol-2-yl)propionamide methyl-5-((4-bromo-6,7-difluoro-1H-indol-5-yl)oxy)-2-fluorobenzimidothioate hydroiodide I.CSC(C1=C(C=CC(=C1)OC=1C(=C2C=CNC2=C(C1F)F)Br)F)=N.C(C(C)C)C1=CC=C(C=C1)C(C(=O)N(C=1SC=C(N1)C1=CC=CC=C1)C1=CC=CC=C1)C